CC(CCCC(=O)OC(CC)O)CCCC(CCCC(CCCC(C)C)C)C O-(5,9,13,17-tetramethyloctadecanoyl)propanediol